(S)-N-(5-(2-(2-aminopyridin-3-yl)-5-(1H-pyrazol-1-yl)-3H-imidazo[4,5-b]pyridin-3-yl)-2,3-dihydro-1H-inden-1-yl)-4-hydroxy-3-(methoxymethyl)benzamide NC1=NC=CC=C1C1=NC=2C(=NC(=CC2)N2N=CC=C2)N1C=1C=C2CC[C@@H](C2=CC1)NC(C1=CC(=C(C=C1)O)COC)=O